C1(=CC=CC=C1)N(C1=CC=C(C=C1)N(C1=CC=CC=C1)C=1C=C(C=CC1)C1=CC=C(C=C1)N(C1=CC=C(C=C1)N(C1=CC=CC=C1)C1=CC=CC=C1)C1=CC=CC=C1)C1=CC=CC=C1 3,4'-bis[N-(4-diphenylaminophenyl)-N-phenylamino]biphenyl